5-(1-(2'-fluoro-5'-methoxy-4-(((tetrahydro-2H-pyran-2-yl)oxy)methyl)-[1,1'-biphenyl]-2-yl)-2,2-dimethylpropoxy)pentan-1-ol FC1=C(C=C(C=C1)OC)C1=C(C=C(C=C1)COC1OCCCC1)C(C(C)(C)C)OCCCCCO